CC1(CCN(CC1)C=1OC2=C(C=C(C=C2C(C1C)=O)C)[C@@H](C)NC=1C(=C(C(=O)OC)C=CC1)B1OC(C(O1)(C)C)(C)C)C methyl 3-[[(1R)-1-[2-(4,4-dimethyl-1-piperidyl)-3,6-dimethyl-4-oxo-chromen-8-yl]ethyl] amino]-2-(4,4,5,5-tetramethyl-1,3,2-dioxaborolan-2-yl)benzoate